(3e,5z)-tetradecadiene C=C\C=C\CCCCCCCCCC